C=C(C(=O)O)CC(OC1(CCC1)C=1SC(=CC1)C(F)(F)F)=O 2-methylene-4-oxo-4-(1-(5-(trifluoromethyl)thiophen-2-yl)cyclobutoxy)butanoic acid